C(C(=C)C)(=O)OCC(C)OC(CCCC(NC(=S)N)=O)=O.C(C)(C)(C)C=1C=C(C=C(C1O)C(C)(C)C)CCC(=O)NNC(CCC1=CC(=C(C(=C1)C(C)(C)C)O)C(C)(C)C)=O N,N'-bis(3,5-di-t-butyl-4-hydroxyphenylpropionyl)hydrazine 1-(methacryloyloxy)propan-2-yl-5-oxo-5-thioureidopentanoate